C(C)(C)(C)OC(=O)C1CC(C1)[N+](=O)[O-] 3-nitrocyclobutanecarboxylic acid tert-butyl ester